C(#N)[C@H](C[C@H]1C(NCC1)=O)NC([C@H](CC1CCCCC1)N1C(=CC2=C(C=CC=C12)OC)C(=O)N)=O ((S)-1-(((S)-1-cyano-2-((S)-2-oxopyrrolidin-3-yl)ethyl)amino)-3-cyclohexyl-1-oxopropan-2-yl)-4-methoxy-1H-indole-2-carboxamide